F[P-](F)(F)(F)(F)F.F[I+](F)(F)(F)(F)F hexafluoroiodonium hexafluorophosphate